ClC1=C(C(=CC=C1OC)F)N1N=CC2=C1COC[C@H]2NC(=O)C2=NC=C1N2CCCC1 (S)-N-(1-(2-chloro-6-fluoro-3-methoxyphenyl)-1,4,5,7-tetrahydropyrano[3,4-c]pyrazol-4-yl)-5,6,7,8-tetrahydroimidazo[1,5-a]pyridine-3-carboxamide